2-(4-chloro-3-fluorophenoxy)-N-(4-{2-[(2,2-difluoro-2H-1,3-benzodioxol-5-yl)oxy]acetamido}bicyclo[2.1.1]hex-1-yl)acetamide ClC1=C(C=C(OCC(=O)NC23CCC(C2)(C3)NC(COC3=CC2=C(OC(O2)(F)F)C=C3)=O)C=C1)F